carbostyril-4-acetic acid N1C(=O)C=C(C2=CC=CC=C12)CC(=O)O